di-tert-butyl-diisopropylphosphoramidate C(C)(C)(C)CC(C)(N(P([O-])([O-])=O)C(C)C)C(C)(C)C